C(=C)C1=CC=C(C=C1)S(=O)(=O)N[C@@H](CCS)C(=O)O N-(4-vinylbenzenesulfonyl)homocysteine